2-(2H-1,2,3-benzotriazol-2-yl)-4-methyl-6-(2-methylprop-2-enyl)phenol N=1N(N=C2C1C=CC=C2)C2=C(C(=CC(=C2)C)CC(=C)C)O